ClC=1C=CC=2N(N1)C(=CN2)C=2C=NC=CC2 6-chloro-3-(pyridin-3-yl)imidazo[1,2-b]Pyridazine